ClC1=C(OC=2N=NC(=CC2C(=O)NC2=CN=NC=C2)C(F)(F)F)C=CC(=C1)F 3-(2-chloro-4-fluoro-phenoxy)-N-pyridazin-4-yl-6-(trifluoromethyl)pyridazine-4-carboxamide